NC1CN(C1)C1=C2C(N(C(C2=CC=C1)=O)C1C(NC(CC1)=O)=O)=O (3-Aminoazetidin-1-yl)-2-(2,6-dioxopiperidin-3-yl)isoindoline-1,3-dione